methanesulfinic acid, sodium salt [Na+].CS(=O)[O-]